NC1=NC(=C(C=2N1N=C(N2)OCC2=NC=CC=C2F)C2=C(C=NC=C2)C)C2=C(C#N)C=CC=C2 (5-amino-2-((3-fluoropyridin-2-yl)methoxy)-8-(3-methylpyridin-4-yl)-[1,2,4]triazolo[1,5-c]pyrimidin-7-yl)benzonitrile